2-(2-pyridyl)benzimidazole tert-butyl-(S)-3-(2,3-dichloro-6-fluorophenyl)-3-(7-methyl-8-oxo-1,7-diaza-2-naphthylamino)-1-pyrrolidinecarboxylate C(C)(C)(C)OC(=O)N1C[C@@](CC1)(NC1=NC=2C(N(C=CC2C=C1)C)=O)C1=C(C(=CC=C1F)Cl)Cl.N1=C(C=CC=C1)C=1NC2=C(N1)C=CC=C2